FC(C(C(C(C(C(C(F)(F)F)(F)F)(F)F)(F)F)(F)F)(F)F)(CCS)F 2-(perfluoroheptyl)ethanethiol